C(CC)C1NC(CNC1)CCC 2,6-dipropylpiperazine